CC[C@H](CO)NC1=NC(=C2C(=N1)N(C=N2)C(C)C)NC3=CC=CC(=C3)C4=CC=CC=N4 The molecule is a member of the class of 2,6-diaminopurines that is 2,6-diamiopurine which is substituted by an isopropyl group at position 9 and in which the amino groups at positions 2 and 6 are substituted by a 1-hydroxybutan-2-yl and 3-(pyridin-2-yl)phenyl groups, respectively (the R enantiomer). A cyclin dependent kinase inhibitor, widely used as its hydrochloride hydrate. It has a role as an EC 2.7.11.22 (cyclin-dependent kinase) inhibitor. It is a member of 2,6-diaminopurines, a phenylpyridine, a secondary amino compound and a primary alcohol.